NC1=NNC2=CC=C(C(=C12)C1=C(C=C2C(=NC(=NC2=C1F)OCCN1CC(CCC1)(F)F)N1C[C@H](N(C[C@@H]1C)C(C=C)=O)C)Cl)C 1-((2R,5S)-4-(7-(3-amino-5-methyl-1H-indazol-4-yl)-6-chloro-2-(2-(3,3-difluoropiperidin-1-yl)ethoxy)-8-fluoroquinazolin-4-yl)-2,5-dimethylpiperazin-1-yl)prop-2-en-1-one